C(C)(C)(C)OC(=O)N1CCC2(CCN(C2=O)C2=CC=C3C=C(NC3=C2)C2=NN(C=3CC(CCC23)(C)C)C2OCCCC2)CC1 2-(2-(6,6-dimethyl-1-(tetrahydro-2H-pyran-2-yl)-4,5,6,7-tetrahydro-1H-indazol-3-yl)-1H-indol-6-yl)-1-oxo-2,8-diazaspiro[4.5]decane-8-carboxylic acid tert-butyl ester